Tert-butyl (6-oxo-7-(2-(2-(prop-2-yn-1-yloxy)ethoxy)ethyl)-3,10,13-trioxa-7-azahexadec-15-yn-1-yl)carbamate O=C(CCOCCNC(OC(C)(C)C)=O)N(CCOCCOCC#C)CCOCCOCC#C